4-(7-morpholino-2-(pyridin-4-yl)pyrazolo[1,5-a]pyrimidin-5-yl)-6-phenylmorpholin-3-one O1CCN(CC1)C1=CC(=NC=2N1N=C(C2)C2=CC=NC=C2)N2C(COC(C2)C2=CC=CC=C2)=O